N-(4-((3-chloro-4-((6-(tetrahydro-2H-pyran-4-yl)pyridin-3-yl)methoxy)phenyl)amino)-3-cyano-7-ethoxyquinolin-6-yl)-4-(dimethylamino)butanamide ClC=1C=C(C=CC1OCC=1C=NC(=CC1)C1CCOCC1)NC1=C(C=NC2=CC(=C(C=C12)NC(CCCN(C)C)=O)OCC)C#N